Cl.NC(CO)C1=CC=C(C=C1)Br 2-amino-2-(4-bromophenyl)ethanol hydrochloride